BrC=1C=C2C(=CNC2=CC1)NC(=O)C1CCC1 N-(5-bromo-1H-indol-3-yl)cyclobutylcarboxamide